ClC=1C(=CC(=C(C1)CCC(=O)O)OCOC)C 3-[5-chloro-2-(methoxymethoxy)-4-methylphenyl]propanoic acid